tert-butyl (R)-3-((1-(6-((tert-butoxycarbonyl)amino)hexan-2-yl)-7-(3-methyl-2-oxoimidazolidin-1-yl)-1H-benzo[d]imidazol-2-yl)carbamoyl)benzoate C(C)(C)(C)OC(=O)NCCCC[C@@H](C)N1C(=NC2=C1C(=CC=C2)N2C(N(CC2)C)=O)NC(=O)C=2C=C(C(=O)OC(C)(C)C)C=CC2